Methyl 3-chloro-4-[1-[[4-[methyl(2-phenoxyethyl)amino]tetrahydropyran-4-carbonyl]amino]cyclopropyl]benzoate ClC=1C=C(C(=O)OC)C=CC1C1(CC1)NC(=O)C1(CCOCC1)N(CCOC1=CC=CC=C1)C